N1=C(C=CC=C1)C(CC(CCCC)=O)=O 1-(pyridine-2-yl)heptane-1,3-dione